CC(O)OCCCl 2-Chloroethoxyethanol